C(C1=CC=CC=C1)OC(CCCCCNC(CN(CC(=O)NCCO[C@@H]1[C@@H](O)[C@@H](O)[C@H](O)[C@H](O1)CO)CC(NCCO[C@@H]1[C@@H](O)[C@@H](O)[C@H](O)[C@H](O1)CO)=O)=O)=O.C(C1CO1)OCCCC[Si](OC)(C)C 4-glycidoxybutyl-dimethylmethoxysilane Benzyl-6-(2-{bis[2-oxo-2-({2-[(α-D-mannopyranosyl)oxy]ethyl}amino)ethyl]amino}acetamido)hexanoate